N-(4-(4-(2-oxo-2-thiomorpholinoethyl)phenyl)-1H-pyrrolo[2,3-b]pyridin-6-yl)cyclopropylcarboxamide O=C(CC1=CC=C(C=C1)C1=C2C(=NC(=C1)NC(=O)C1CC1)NC=C2)N2CCSCC2